(E)-3,4-difluoro-2-(phenylamino)-5-((2-toluenesulfonylhydrazono)methyl)benzoic acid methyl ester COC(C1=C(C(=C(C(=C1)/C=N/NS(=O)(=O)CC1=CC=CC=C1)F)F)NC1=CC=CC=C1)=O